6,7-dimethyl-N-[5-(methylsulfanyl)-1,3,4-thiadiazol-2-yl]-4-oxo-4H-chromene-2-carboxamide CC=1C=C2C(C=C(OC2=CC1C)C(=O)NC=1SC(=NN1)SC)=O